(S)-6,6'-dibromo-1,1'-bi-2-naphthol C1=CC2=C(C=CC(=C2C3=C(C=CC4=C3C=CC(=C4)Br)O)O)C=C1Br